FC(C=1C=C(C=C(C1)C(F)(F)F)C1=NN(C=N1)\C=C(/C(=O)N)\C1=CC(=NC=C1)F)(F)F (Z)-3-(3-(3,5-bis-(trifluoromethyl)-phenyl)-1H-1,2,4-triazol-1-yl)-2-(2-fluoropyridin-4-yl)acrylamide